C1(=CC=CC2=CC=CC=C12)C1=C2C=CC=CC2=C(C2=CC=CC=C12)C=1C=CC2=C(C=CO2)C1 5-(10-(1-Naphthyl)-anthracen-9-yl)benzofuran